BrC1=NN2C(CN([C@@H](C2)CCOCCO[Si](C2=CC=CC=C2)(C2=CC=CC=C2)C(C)(C)C)C(=O)OC(C)(C)C)=C1 tert-butyl (6R)-2-bromo-6-[2-[2-[tert-butyl(diphenyl)silyl]oxyethoxy]ethyl]-6,7-dihydro-4H-pyrazolo[1,5-a]pyrazine-5-carboxylate